1-(6-(4-(hydroxymethyl)piperidin-1-yl)-1-methyl-1H-indazol-3-yl)-dihydropyrimidine-2,4(1H,3H)-dione OCC1CCN(CC1)C1=CC=C2C(=NN(C2=C1)C)N1C(NC(CC1)=O)=O